5-(2-chloro-3-fluorophenyl)-3-((2-(tetrahydrofuran-2-yl)ethyl)amino)-4H-benzo[e][1,2,4]thiadiazine 1,1-dioxide ClC1=C(C=CC=C1F)C1=CC=CC2=C1NC(=NS2(=O)=O)NCCC2OCCC2